(6aR,7R,10aS)-4-(2-fluorophenyl)-7,10a-dimethyl-8-oxo-2-(quinolin-4-yl)-5,6,6a,7,8,10a-hexahydrobenzo[h]quinazoline-9-carbonitrile FC1=C(C=CC=C1)C1=NC(=NC=2[C@]3([C@H](CCC12)[C@H](C(C(=C3)C#N)=O)C)C)C3=CC=NC1=CC=CC=C31